[Si](C1=CC=CC=C1)(C1=CC=CC=C1)(C(C)(C)C)OCCN 2-((tert-butyldiphenylsilyl)oxy)ethylamine